CC1=NN=C2N1C1=C(C(=C(C=C1NC2(C)C)OC(F)(F)F)C2=C1C=CN(C1=CC=C2)S(=O)(=O)C)C 1,4,4,9-tetramethyl-8-(1-methylsulfonyl-1H-indol-4-yl)-7-(trifluoromethyloxy)-5H-[1,2,4]triazolo[4,3-a]quinoxaline